tert-butyl (2R,5R)-4-benzyl-5-formyl-2-methylpiperazine-1-carboxylate C(C1=CC=CC=C1)N1C[C@H](N(C[C@@H]1C=O)C(=O)OC(C)(C)C)C